chloro-6-fluoro-1H-indol ClN1C=CC2=CC=C(C=C12)F